N-(2,6-difluorophenyl)-2-(1H-imidazol-1-yl)-6-(piperidin-1-yl)pyrimidine-4-carboxamide FC1=C(C(=CC=C1)F)NC(=O)C1=NC(=NC(=C1)N1CCCCC1)N1C=NC=C1